C(C=CC1=CC=CC=C1)(=O)NCCCCNC(C(=CC)C)=O N-(4-cinnamoylaminobutyl)-2-methylbut-2-enamide